N1=C(C=CC=C1)N[C@H]1[C@@H](CC1)C(=O)O trans-2-[(pyridin-2-yl)amino]cyclobutane-1-carboxylic acid